C(CCCCC)OC(C)=O acetic acid hexylester